4-(4'-methoxy-3'-(pentyloxy)-[1,1'-biphenyl]-3-yl)-1,2-oxaborolan-2-ol COC1=C(C=C(C=C1)C1=CC(=CC=C1)C1CB(OC1)O)OCCCCC